CN1C(C2=CC=C(C=C2C=C1)C(=O)NC1=CC2=C(C=N1)C=C(N2)[C@@H]2N(CCCC2)C)=O 2-methyl-N-{2-[(2R)-1-methylpiperidin-2-yl]-1H-pyrrolo[3,2-c]pyridin-6-yl}-1-oxoisoquinoline-6-carboxamide